2-(2,4-dimethoxyquinazolin-7-yl)oxolane-2-carbonitrile COC1=NC2=CC(=CC=C2C(=N1)OC)C1(OCCC1)C#N